2-((2R,4S)-2-(Aminomethyl)-5-chloro-2-(thiazol-4-yl)-2,3-dihydrobenzofuran-4-yl)-3-fluoro-4-methoxybenzamide NC[C@@]1(OC2=C(C1)C(=C(C=C2)Cl)C2=C(C(=O)N)C=CC(=C2F)OC)C=2N=CSC2